ClC1=NNC2=NC(=NC(=C21)N[C@H]2CN(CCC2)C(CC#N)=O)NC=2C=NN(C2)C2CC2 (R)-3-(3-((3-chloro-6-((1-cyclopropyl-1H-pyrazol-4-yl)amino)-1H-pyrazolo[3,4-d]pyrimidin-4-yl)amino)piperidin-1-yl)-3-oxopropanenitrile